4-morpholino-6-(4-pyridyl)-N-[5-(4-pyridyl)-1H-pyrazol-3-yl]furo[3,2-d]pyrimidin-2-amine O1CCN(CC1)C=1C2=C(N=C(N1)NC1=NNC(=C1)C1=CC=NC=C1)C=C(O2)C2=CC=NC=C2